ClC=1C=CC=2N=CN=C(C2N1)NC1=C(C=C(C=C1)Cl)F 6-chloro-N-(4-chloro-2-fluoro-phenyl)pyrido[3,2-d]pyrimidin-4-amine